FC1=C(C=C(C=C1)C1=NC(=NO1)[C@H](CC(C)C)NC(C1=NC=CC(=C1O)OC)=O)OC (S)-N-(1-(5-(4-fluoro-3-methoxyphenyl)-1,2,4-oxadiazol-3-yl)-3-methylbutyl)-3-hydroxy-4-methoxypicolinamide